COC1=C(C=C(C=N1)B(O)O)C 6-METHOXY-5-METHYLPYRIDINE-3-BORONIC ACID